(2S,3R)-1-(4-(3,4-dihydro-2H-spiro[isoquinoline-1,3'-oxetan]-6-yl)-7,7-difluoro-6,7-dihydro-5H-cyclopenta[d]pyrimidin-2-yl)-2-methylazetidin-3-ol O1CC2(C1)NCCC1=CC(=CC=C12)C=1C2=C(N=C(N1)N1[C@H]([C@@H](C1)O)C)C(CC2)(F)F